10-[(2,5-Dioxopyrrolidin-1-yl)oxy]-N-(2-{[α-D-mannopyranosyl-(1→3)-[α-D-mannopyranosyl-(1→6)]-α-D-mannopyranosyl]oxy}ethyl)-10-oxo-decanamide O=C1N(C(CC1)=O)OC(CCCCCCCCC(=O)NCCO[C@@H]1[C@@H](O)[C@@H](O[C@@H]2[C@@H](O)[C@@H](O)[C@H](O)[C@H](O2)CO)[C@H](O)[C@H](O1)CO[C@@H]1[C@@H](O)[C@@H](O)[C@H](O)[C@H](O1)CO)=O